C1(CCC1)C1=NC(=NC=N1)OCC1=C(N=NN1C)C1=CC=C(C(=N1)CC)N1C[C@H](CCC1)CC(=O)O (R)-2-(1-(6-(5-(((4-cyclobutyl-1,3,5-triazin-2-yl)oxy)methyl)-1-methyl-1H-1,2,3-triazol-4-yl)-2-ethylpyridin-3-yl)piperidin-3-yl)acetic acid